difluorouracil FC1=C(C(NC(N1)=O)=O)F